3-(6-Fluoropyridin-3-yl)-N'-[3-(methylsulfanyl)pyridin-2-yl]prop-2-ynhydrazid FC1=CC=C(C=N1)C#CC(=O)NNC1=NC=CC=C1SC